NC(/C(=C(/C(=O)OCC)\C1C(C(CC1)(C)C)=O)/C#N)=O ethyl (E)-4-amino-3-cyano-2-(3,3-dimethyl-2-oxocyclopentyl)-4-oxobut-2-enoate